5-bromo-1H-benzo[d]imidazol-2(3H)-one BrC1=CC2=C(NC(N2)=O)C=C1